4-(tetramethyl-1,3,2-dioxaborolan-2-yl)-2-(trifluoromethyl)benzaldehyde CC1(C(OB(O1)C1=CC(=C(C=O)C=C1)C(F)(F)F)(C)C)C